2-(8-fluoro-2-methylimidazo[1,2-a]pyridin-6-yl)-7-[(3S)-3-methyl-4-(propan-2-yl)piperazin-1-yl]-4H-pyrido[1,2-a]pyrimidin-4-one FC=1C=2N(C=C(C1)C=1N=C3N(C(C1)=O)C=C(C=C3)N3C[C@@H](N(CC3)C(C)C)C)C=C(N2)C